Racemic-2-chloro-5-((trans)-2,2-dichloro-3-(3,5-dichlorophenyl)cyclopropane-1-carboxamido)-N-(2,4,6-trifluorophenyl)benzamide ClC1=C(C(=O)NC2=C(C=C(C=C2F)F)F)C=C(C=C1)NC(=O)[C@@H]1C([C@H]1C1=CC(=CC(=C1)Cl)Cl)(Cl)Cl |r|